BrC1=CC=C(C=C1)N1C(CCCC1C(F)(F)F)=O 1-(4-bromophenyl)-6-(trifluoromethyl)piperidin-2-one